CC(=O)N[C@@H]1[C@H](CC(O[C@H]1[C@@H]([C@@H](CO)O)O)(C(=O)O)OP(=O)(O)O)O monophospho-N-acetylneuraminic acid